(9H-carbazole) acetate C(C)(=O)O.C1=CC=CC=2C3=CC=CC=C3NC12